2-(methyl)-4,6-bis(trichloromethyl)-1,3,5-triazine CC1=NC(=NC(=N1)C(Cl)(Cl)Cl)C(Cl)(Cl)Cl